ClC1=C(C=C(C=C1)NC(=O)C=1C=CC(=NC1)C(=O)NC=1C=NC(=CC1)OC)C1=NC=CC=C1 N5-(4-Chloro-3-(Pyridin-2-Yl)Phenyl)-N2-(6-Methoxypyridin-3-Yl)Pyridine-2,5-Dicarboxamide